CC(C(=O)[O-])(C=O)C1=CC(=C(C=C1)F)Cl methyl-(3-chloro-4-fluorophenyl)-3-oxopropionate